pentyl-erythritol C(CCCC)C([C@H](O)[C@H](O)CO)O